5-fluoro-6-pyrrolidin-1-yl-1H-pyrazolo[3,4-b]pyridin-3-ylamine FC=1C=C2C(=NC1N1CCCC1)NN=C2N